2,6-dinitro-3-methoxy-4-T-butyltoluene [N+](=O)([O-])C1=C(C)C(=CC(=C1OC)C(C)(C)C)[N+](=O)[O-]